CC1=C(OC(C(=O)OCC)(C)C)C(=CC(=C1)CN1C(N(CC1)C1=CC=C(C=C1)C(F)(F)F)=O)C Ethyl 2-(2,6-dimethyl-4-((2-oxo-3-(4-(trifluoromethyl) phenyl) imidazolin-1-yl) methyl) phenoxy)-2-methylpropionate